ClCC(=O)OC(CCCCCCCCCCCCC)O tetradecanediol chloroacetate